FC(CN1C(=CC(=C1C)S(=O)(=O)C=1C=C2C=NN(C2=CC1)COCC[Si](C)(C)C)C(=O)OCC)F ethyl 1-(2,2-difluoroethyl)-5-methyl-4-[1-(2-trimethylsilylethoxymethyl) indazol-5-yl]sulfonyl-pyrrole-2-carboxylate